Cl.NC[C@@H]1[C@H](CCCC1)O (1S,2R)-2-(aminomethyl)cyclohexan-1-ol hydrochloride